(2S,3R)-methyl 3-(3-fluorophenyl)oxirane-2-carboxylate FC=1C=C(C=CC1)[C@@H]1[C@H](O1)C(=O)OC